C(CCCCCCCCCCC)SCCC(=O)O 3-(dodecylthio)-propionic acid